C(C1=CC=CC=C1)OC(=O)N1CC(C1)SC(C)=O 3-(Acetylthio)azetidine-1-carboxylic acid benzyl ester